CCCC(O)S 3-methyl-sulfanylpropan-1-ol